N-(2,2-dimethyl-6-morpholino-3H-benzofuran-5-yl)-1-(6-methoxy-3-pyridyl)pyrazole-3-carboxamide CC1(OC2=C(C1)C=C(C(=C2)N2CCOCC2)NC(=O)C2=NN(C=C2)C=2C=NC(=CC2)OC)C